(1aSR,7bSR)-5-chloro-1,1a,2,7b-tetrahydro-3H-cyclopropa[a]naphthalen-3-one ClC=1C=C2C(C[C@H]3[C@@H](C2=CC1)C3)=O |r|